FC=1C=C(C(=O)C2=CC(=CC=C2)O)C=CC1 2-(3-fluorobenzoyl)-6-hydroxybenzene